7-chloro-1-(chloromethyl)naphthalene ClC1=CC=C2C=CC=C(C2=C1)CCl